C1(CCCCC1)C(C(=O)O)OC cyclohexyl-(methoxy)acetic acid